Boc-Glutamine C(=O)(OC(C)(C)C)N[C@@H](CCC(N)=O)C(=O)O